2-[4-[4-[(1S)-3-[tert-butyl(dimethyl)silyl]oxy-1-methyl-propoxy]-6-chloro-3-pyridyl]-3-ethoxy-pyrazol-1-yl]cyclopropanecarbonitrile [Si](C)(C)(C(C)(C)C)OCC[C@@H](OC1=C(C=NC(=C1)Cl)C=1C(=NN(C1)C1C(C1)C#N)OCC)C